C=1(C(=CC=C2C=C3C=CC=C(C3=C(C12)C(=O)O)C(=O)O)C(=O)OC(CCCCCCCCCCCCC)=O)C(=O)OC(CCCCCCCCCCCCC)=O tetradecanoic anthracene-1,2,8,9-tetracarboxylic dianhydride